3-(3-(2,5-Dichloro-7H-pyrrolo[2,3-d]pyrimidin-7-yl)propoxy)-1-(2-methoxypyridin-3-yl)-5-methyl-1H-pyrazol-4-amine ClC=1N=CC2=C(N1)N(C=C2Cl)CCCOC2=NN(C(=C2N)C)C=2C(=NC=CC2)OC